ClC1=C(C(=CC=C1)Cl)S(=O)(=O)NCCC1=C(C=CC=C1)C(F)(F)F 2,6-dichloro-N-{2-[2-(trifluoromethyl)phenyl]ethyl}benzene-1-sulfonamide